(Z)-N-(8-acetyl-1-oxo-2,8-diazaspiro[4.5]decan-2-yl)-3-(3-(3,5-bis(trifluoromethyl)phenyl)-1H-1,2,4-triazol-1-yl)acrylamide C(C)(=O)N1CCC2(CCN(C2=O)NC(\C=C/N2N=C(N=C2)C2=CC(=CC(=C2)C(F)(F)F)C(F)(F)F)=O)CC1